S1C(=NC=C1)C12CC(C1)(C2)NC(OC(C)(C)C)=O tert-butyl N-(1-thiazol-2-yl-3-bicyclo[1.1.1]pentanyl)carbamate